N-(3-(2-((1H-pyrazol-5-yl)amino)-8,9-dihydroimidazo[1',2':1,6]pyrido[2,3-d]pyrimidin-6-yl)-4-methylphenyl)-4-(trifluoromethyl)pyridineamide N1N=CC=C1NC=1N=CC2=C(N1)N1C(C(=C2)C=2C=C(C=CC2C)NC(=O)C2=NC=CC(=C2)C(F)(F)F)=NCC1